FC1(CCN(CC1)C(=O)C1=CC=C(C=C1)C=1C=C(C2=C(C=C(O2)CNC(OC(C)(C)C)=O)C1)O)F tert-Butyl (5-(4-(4,4-difluoropiperidine-1-carbonyl)phenyl)-7-hydroxybenzofuran-2-yl)methylcarbamate